BrC=1C(=NN(C1)C1OCCCC1)C1=CC(=CC=C1)Cl 4-bromo-3-(3-chlorophenyl)-1-(tetrahydro-2H-pyran-2-yl)-1H-pyrazole